N-(4,4-Difluorocyclohexyl)-2-methoxy-4-phenyl-1H-imidazole-1-carboxamide FC1(CCC(CC1)NC(=O)N1C(=NC(=C1)C1=CC=CC=C1)OC)F